FC=1C(=C(C=O)C=C(C1)C(=O)N1CCC(CC1)C1=CN=NC(=C1)N1CCCC1)O 3-fluoro-2-hydroxy-5-(4-(6-(pyrrolidin-1-yl)pyridazin-4-yl)piperidine-1-carbonyl)benzaldehyde